C(C)OC(C(=O)O)C1=CC=CC=C1 (-)-α-ethoxyphenylacetic acid